C(CCCCCCC\C=C/C[C@H](O)CCCCCC)(=O)OCCCCCCCCCCCCCCCC Cetyl Ricinoleat